1-(2-methoxyethyl)-N-(1-methylcyclopropyl)-3-(5-methyl-1,3,4-thiadiazol-2-yl)-2-oxo-benzimidazole-5-sulfonamide COCCN1C(N(C2=C1C=CC(=C2)S(=O)(=O)NC2(CC2)C)C=2SC(=NN2)C)=O